S1N=CC2=C1C=C(C=C2)C=2C=C1C(=NC2)NC(N1C1CCC1)=O 6-(benzo[d]isothiazol-6-yl)-1-cyclobutyl-1,3-dihydro-2H-imidazo[4,5-b]pyridin-2-one